OC1=C(OC2=CC(=CC=C2C1=O)O)C1=CC(=C(C=C1)O)O (2R,3R)-3,3',4',7-tetrahydroxyflavone